C(#C)C=1C(=CC=C2C=C(C=C(C12)C1=C(C=2N=C(N=C(C2C=N1)N1CCCCC1)OCC1(CC1)C=O)F)OCOC)F 1-(((7-(8-ethynyl-7-fluoro-3-(methoxymethoxy)naphthalen-1-yl)-8-fluoro-4-(piperidin-1-yl)pyrido[4,3-d]pyrimidin-2-yl)oxy)methyl)cyclopropane-1-carbaldehyde